5-bromo-1,3-benzoxazol-2(3H)-one BrC=1C=CC2=C(NC(O2)=O)C1